FC=1C=CC(=C(C1)N(CC(=O)OC)C)[N+](=O)[O-] methyl 2-[(5-fluoro-2-nitrophenyl)(methyl)amino]acetate